(Z)-alpha-(p-methoxyphenylimino)o-methoxyphenylacetonitrile COC1=CC=C(C=C1)\N=C(/C#N)\C1=C(C=CC=C1)OC